CC1(CN(C=2C1=NC(=CC2)C)C2=CC(=NC=N2)NC2=C(C=C(C(=C2)[N+](=O)[O-])N2[C@H](CCC2)CN(C)C)OC)C (R)-6-(3,3,5-trimethyl-2,3-dihydro-1H-pyrrolo[3,2-b]pyridin-1-yl)-N-(4-(2-((dimethylamino)methyl)pyrrolidin-1-yl)-2-methoxy-5-nitrophenyl)pyrimidin-4-amine